C1(CCCCC1)S(=O)(=O)C#CC1=CC(=C(OC2=C(N=NN2)C(=O)O)C=C1)F 5-(4-((cyclohexylsulfonyl)ethynyl)-2-fluorophenoxy)-1H-1,2,3-triazole-4-carboxylic acid